3-(Piperazine-1-carbonyl)-9H-pyrido[3,4-b]indole-1-carboxamide N1(CCNCC1)C(=O)C1=CC2=C(NC3=CC=CC=C23)C(=N1)C(=O)N